C1(=CC=CC=C1)/C(=C/C1=CC=CC=C1)/C=1N(C(=CC1)\C(=C/C1=CC=CC=C1)\C1=CC=CC=C1)C 2,5-bis((Z)-1,2-diphenylvinyl)-1-methyl-1H-pyrrole